syringyl-glyoxylic acid C(C1=CC(OC)=C(O)C(OC)=C1)C(C(=O)O)=O